tert-butyl 4-(6-((2-fluoro-4-(methoxy(methyl)carbamoyl)benzyl)oxy)pyridin-2-yl)-piperidine-1-carboxylate FC1=C(COC2=CC=CC(=N2)C2CCN(CC2)C(=O)OC(C)(C)C)C=CC(=C1)C(N(C)OC)=O